N(=[N+]=[N-])CC=1C2=C(N(N1)C1OCCCC1)COCC2 3-(azidomethyl)-1-tetrahydropyran-2-yl-5,7-dihydro-4H-pyrano[3,4-C]pyrazole